OC(=O)C(F)(F)F.C[C@@](C(=O)OCC1CC(C1)OC=1CCN(CC1)CC1=CC=CC=C1)(CC=1C(NC2=CC=C(C=C2C1C)C)=O)N ((1r,3r)-3-((1-benzyl-1,2,3,6-tetrahydropyridin-4-yl)oxy)cyclobutyl)methanol methyl-(S)-2-amino-3-(4,6-dimethyl-2-oxo-1,2-dihydro-quinolin-3-yl)-propionate TFA salt